N-(2-(dimethylamino)ethyl)benzamide tert-Butyl-((1r,4r)-4-(5-bromo-6-methoxy-2H-indazol-2-yl)cyclohexyl)(methyl)carbamate C(C)(C)(C)OC(N(C)C1CCC(CC1)N1N=C2C=C(C(=CC2=C1)Br)OC)=O.CN(CCNC(C1=CC=CC=C1)=O)C